OC=1C(=CC=2N(C1)C(N(C2)C2CC(OC2=O)C(=O)O)=O)O 4-(6,7-dihydroxy-3-oxoimidazo[1,5-a]pyridin-2(3H)-yl)-5-oxooxolane-2-carboxylic acid